Cl.NC1=C(C=NC(=C1)NC(C)=O)C1=NC=C(C=C1)C#N N-(4'-amino-5-cyano-[2,3'-bipyridyl]-6'-yl)acetamide hydrochloride